dioctyl-tin bis(3-mercaptopropionate) SCCC(=O)[O-].SCCC(=O)[O-].C(CCCCCCC)[Sn+2]CCCCCCCC